FC1=CC=C(C=C1)C1CCN(CCC1)C(=O)C=1N=C(C2=C(N1)OC(=C2)C)NC2(CC2)C [4-(4-fluorophenyl)azepan-1-carbonyl]-6-methyl-N-(1-methylcyclopropyl)furo[2,3-d]pyrimidin-4-amine